4-fluorobenzonitrile succinate C(CCC(=O)O)(=O)O.FC1=CC=C(C#N)C=C1